C(CCC)C1SC2=C(C=N1)C=CC=C2 Butyl-2H-benzo[e][1,3]thiazine